2-(2-(1-(Cyclopropylsulfonyl)-1H-pyrazol-4-yl)pyrimidin-4-yl)-5-(5-(difluoromethoxy)pyrazin-2-yl)-N4-isopropylpyridine-2,4-diamine C1(CC1)S(=O)(=O)N1N=CC(=C1)C1=NC=CC(=N1)C1(NC=C(C(=C1)NC(C)C)C1=NC=C(N=C1)OC(F)F)N